5-methoxy-3,3,8-trimethyl-3,4-dihydro-1H-quinoxaline-2-thione COC1=C2NC(C(NC2=C(C=C1)C)=S)(C)C